8-(4-Isopropoxyphenyl)-6-methyl-3,4-dihydrobenzo[e][1,2,3]oxathiazine 2,2-Di-oxide C(C)(C)OC1=CC=C(C=C1)C1=CC(=CC=2CNS(OC21)(=O)=O)C